C(C)C(C(=O)N)(SC)OC=1C=C2C=C(C=NC2=C(C1)C)C#C ethyl-2-[(3-ethynyl-8-methyl-6-quinolinyl)oxy]-2-methylsulfanylacetamide